C(C)(C)(C)C1=C(C(=CC(=C1)O)C(C)(C)C)C(C(=O)OCCCCCCCC)C octyl 2,6-di-tert-butyl-4-hydroxyphenylpropionate